(R)-1-(3,5-dimethylphenyl)-6-fluoro-4-oxo-7-(2-((pyridin-2-yloxy)methyl)pyrrolidin-1-yl)-1,4-dihydroquinoline-3-carboxylic acid CC=1C=C(C=C(C1)C)N1C=C(C(C2=CC(=C(C=C12)N1[C@H](CCC1)COC1=NC=CC=C1)F)=O)C(=O)O